NCC1=C(C=C(C=C1OC)C1(C(C(=CC=C1)C1=C(C=CC=C1)C)C)NC(=O)C1OCCCC1)F N-(4''-(aminomethyl)-3''-fluoro-5''-methoxy-2,2'-dimethyl-[1,1':3,1''-terphenyl]-3-yl)tetrahydro-2H-pyran-2-carboxamide